N-(3-methylbutyl)-3,5-bis-(cyclopentanecarbonylamino)-benzamide CC(CCNC(C1=CC(=CC(=C1)NC(=O)C1CCCC1)NC(=O)C1CCCC1)=O)C